ClC=1C=C(CNC2=C3N=CN(C3=NC=N2)[C@H]2[C@@H](O)[C@H](O)[C@H](O2)CO)C=CC1 6-(3-Chlorobenzylamino)-9-β-D-arabinofuranosylpurin